ClC1=C(C=CC=C1Cl)N1CCC(CC1)=O 1-(2,3-dichlorophenyl)piperidin-4-one